(E)-4-amino-6-[4-(benzyloxy)-3-chlorophenylamino]pyrimidine-5-carbaldehyde O-[2-(4-morpholinyl)ethyl] oxime N1(CCOCC1)CCO\N=C\C=1C(=NC=NC1NC1=CC(=C(C=C1)OCC1=CC=CC=C1)Cl)N